N-[(3,5-difluoropyridin-2-yl)methyl]-1,3-thiazol-5-carboxamide FC=1C(=NC=C(C1)F)CNC(=O)C1=CN=CS1